Tert-butyl 3-(4-(2-(3-methyl-2,6-dioxopiperidin-3-yl)-3-oxoisoindolin-5-yl)piperidin-1-yl)propanoate CC1(C(NC(CC1)=O)=O)N1CC2=CC=C(C=C2C1=O)C1CCN(CC1)CCC(=O)OC(C)(C)C